(1R,2S,5S)-8-(bis(4-fluorophenyl)carbamoyl)-3-(diphenylcarbamoyl)-3,8-diazabicyclo[3.2.1]octane-2-carboxylic acid FC1=CC=C(C=C1)N(C(=O)N1[C@H]2[C@H](N(C[C@@H]1CC2)C(N(C2=CC=CC=C2)C2=CC=CC=C2)=O)C(=O)O)C2=CC=C(C=C2)F